C(CCC)[Ti] monon-butyl-titanium